7,10-bis(10H-phenoxazin-10-yl)dibenzo[f,H]quinoxaline C1=CC=CC=2OC3=CC=CC=C3N(C12)C1=CC=2C(=C3N=CC=NC3=C3C2C=C(C=C3)N3C2=CC=CC=C2OC=2C=CC=CC32)C=C1